5-(Azetidin-3-yl)-2-(trifluoromethyl)pyridine N1CC(C1)C=1C=CC(=NC1)C(F)(F)F